benzoic acid silver [Ag].C(C1=CC=CC=C1)(=O)O